6-benzyl-2-(6-methylpyridin-2-yl)-4,5,6,7-tetrahydro-2H-pyrazolo[3,4-c]pyridin-3-ol C(C1=CC=CC=C1)N1CC=2C(CC1)=C(N(N2)C2=NC(=CC=C2)C)O